ClC1=CC=C(C=N1)CN(C(C)=O)C N-((6-chloropyridin-3-yl)methyl)-N-methylacetamide